rac-(6S)-6-tert-butyl-N-[rac-(1R)-3-(1-piperidyl)-1-[4-(1H-pyrazol-4-yl)phenyl]propyl]-5,6,7,8-tetrahydrothieno[2,3-b]quinoline-2-carboxamide C(C)(C)(C)[C@@H]1CC=2C=C3C(=NC2CC1)SC(=C3)C(=O)N[C@H](CCN3CCCCC3)C3=CC=C(C=C3)C=3C=NNC3 |r|